C(C1=CC=CC=C1)C1=C(C=C(N=N1)C=1C=C2CN(C(C2=CC1)=O)C1C(NC(CC1)=O)=O)OC 3-(5-(6-benzyl-5-methoxypyridazin-3-yl)-1-oxoisoindolin-2-yl)piperidine-2,6-dione